CC1=C(C=C(C(=C1O)C)CCCCC)O 2,4-Dimethyl-5-pentylbenzene-1,3-diol